6-(2-amino-5-(4-(4-(cyclopropylmethyl)piperazin-1-yl)phenyl)-6-fluoropyridin-3-yl)isoquinolin-1(2H)-one NC1=NC(=C(C=C1C=1C=C2C=CNC(C2=CC1)=O)C1=CC=C(C=C1)N1CCN(CC1)CC1CC1)F